7-((2S,4S)-2-(1-cyclopropyl-1H-pyrazol-4-yl)tetrahydro-2H-pyran-4-yl)-9-(2,4-difluorophenyl)-3-fluoro-2-methyl-4H-pyrazino[1,2-a]pyrimidin-4-one C1(CC1)N1N=CC(=C1)[C@H]1OCC[C@@H](C1)C=1N=C(C=2N(C(C(=C(N2)C)F)=O)C1)C1=C(C=C(C=C1)F)F